CN(C=1C=CC(=C(C1)N1/C(/SCC1=O)=N/C(=O)NC1=C(C=C(C=C1)C1=NN(C=N1)C1=CC=C(C=C1)C)F)C(C)C)C (Z)-1-(3-(5-(dimethylamino)-2-isopropylphenyl)-4-oxothiazolidin-2-ylidene)-3-(2-fluoro-4-(1-(p-tolyl)-1H-1,2,4-triazol-3-yl)phenyl)urea